Cl.NC=1C2=C(NC(C1C1=NC=3C(=NC(=CC3)C3CCNCC3)N1)=O)SC=C2 4-amino-5-(5-(piperidin-4-yl)-3H-imidazo[4,5-b]pyridin-2-yl)-thieno[2,3-b]pyridin-6(7H)-one hydrochloride